2-{2-cyclopropyl-3',5'-difluoro-[1,1'-biphenyl]-3-yl}-N-[(1R,6S)-2,2-difluoro-6-{[(3S,4R)-3-fluoropiperidin-4-yl]oxy}cyclohexyl]acetamide C1(CC1)C1=C(C=CC=C1CC(=O)N[C@H]1C(CCC[C@@H]1O[C@H]1[C@H](CNCC1)F)(F)F)C1=CC(=CC(=C1)F)F